N-(3-((4-fluorophenyl)sulfonylamino)-4-hydroxyphenyl)-2-methoxy-[1,1'-biphenyl]-4-carboxamide FC1=CC=C(C=C1)S(=O)(=O)NC=1C=C(C=CC1O)NC(=O)C1=CC(=C(C=C1)C1=CC=CC=C1)OC